4-cyclobutyl-5-(5-methoxy-4H-1,2,4-triazol-3-yl)-2-methylbenzoic acid C1(CCC1)C1=CC(=C(C(=O)O)C=C1C1=NN=C(N1)OC)C